N-{2-fluoro-6-[8-(propan-2-yl)-3,8-diazabicyclo[3.2.1]octan-3-yl]phenyl}-4-(4-methylphenyl)piperidine-1-Carboxamide FC1=C(C(=CC=C1)N1CC2CCC(C1)N2C(C)C)NC(=O)N2CCC(CC2)C2=CC=C(C=C2)C